C(C)N1C[C@H](N(C[C@@H]1C)C1=CN=C(S1)C1=NNC(=C1C(C)C)C=1C=C(C=2N(C1)N=CN2)OC)C 5-((2R,5S)-4-ethyl-2,5-dimethylpiperazin-1-yl)-2-(4-isopropyl-5-(8-methoxy-[1,2,4]triazolo[1,5-a]pyridin-6-yl)-1H-pyrazol-3-yl)thiazole